S(=O)(=O)([O-])[O-].[N+](#[C-])CC(C)(C)OC.[Cu+3].S(=O)(=O)([O-])[O-].S(=O)(=O)([O-])[O-].[Cu+3] copper (III) (1-isocyano-2-methoxyl-2-methylpropane) sulfate